NC1=NC=CC=C1S(=O)(=O)NC(C1=C(N=C(C=C1)OC)N1C(C[C@@H](C1)C)(C)C)=O (S)-N-((2-Aminopyridin-3-yl)sulfonyl)-6-methoxy-2-(2,2,4-trimethylpyrrolidin-1-yl)nicotinamid